C(#N)C1=CC=C(C=C1)C1=CN=CC2=C1OCCN2S(=O)(=O)C2CN(C2)S(=O)(=O)C=2C=C(C#N)C=CC2 3-((3-((8-(4-cyanophenyl)-2,3-dihydro-4H-pyrido[4,3-b][1,4]oxazin-4-yl)sulfonyl)azetidin-1-yl)-sulfonyl)benzonitrile